COC(=O)C=1C(N(C2=CC(=CC=C2C1N)C(F)(F)F)C1=C(C=C(C=C1)OC)C)=O.C(C)(C)(C)OC(=O)NC1=CC=C(OC2=CC=C(C=C2)OC2=CC=C(C=C2)NC(=O)OC(C)(C)C)C=C1 1,4-bis[4-(t-butoxycarbonylamino)phenoxy]benzene methyl-4-amino-1-(4-methoxy-2-methylphenyl)-2-oxo-7-(trifluoromethyl)-1,2-dihydroquinoline-3-carboxylate